CP(=O)(C)C1=C(C=CC=C1)C1=C(C(=C(C=C1)N1C([C@@H](CC1)NC(=O)NC1=C(C=C(C=C1)C(F)(F)F)F)=O)F)F (R)-1-(1-(2'-(dimethylphosphoryl)-2,3-difluoro-[1,1'-biphenyl]-4-yl)-2-oxopyrrolidin-3-yl)-3-(2-fluoro-4-(trifluoromethyl)phenyl)urea